C=[Zr]([Si](C)(C)C)([Si](C)(C)C)(C1C=CC=C1)C1C=CC=C1 methylenebis(cyclopentadienyl)bis(trimethylsilyl)zirconium